2,2,2-trifluoro-1-(6-(4-(6-hydroxynaphthalen-1-yl)-7-isopropyl-3-methyl-5,6,7,8-tetrahydro-1,7-naphthyridin-2-yl)-2,6-diazaspiro[3.4]octan-2-yl)ethan-1-one FC(C(=O)N1CC2(C1)CN(CC2)C2=NC=1CN(CCC1C(=C2C)C2=CC=CC1=CC(=CC=C21)O)C(C)C)(F)F